piperazin-1-thiocarboxamide N1(CCNCC1)C(N)=S